CC1=CC2=C(C(N3[C@@H](CO2)C[C@@H](C3)OC3=CC=C2CCC(NC2=C3)=O)=O)C(=C1)O[C@@H](C(F)(F)F)C (2S,11aR)-8-methyl-2-((2-oxo-1,2,3,4-tetrahydroquinolin-7-yl)oxy)-6-(((R)-1,1,1-trifluoropropan-2-yl)oxy)-2,3,11,11a-tetrahydro-1H,5H-benzo[f]pyrrolo[2,1-c][1,4]Oxazepin-5-one